3,4-dichlorobenzyl-thiourea ClC=1C=C(CNC(=S)N)C=CC1Cl